O=C(CCCCCCC(=O)O)NC1=CC=CC=C1 8-oxo-8-(phenylamino)octanoic acid